2-(tert-Butyl) 5-methyl 5-(6-chloropyridin-2-yl)-2-azabicyclo[4.1.0]heptane-2,5-dicarboxylate ClC1=CC=CC(=N1)C1(CCN(C2CC12)C(=O)OC(C)(C)C)C(=O)OC